1-(5-(6-chloro-4-(isopropylamino)pyridin-3-yl)-1,3,4-thiadiazol-2-yl)-2-methylpropan-2-ol ClC1=CC(=C(C=N1)C1=NN=C(S1)CC(C)(O)C)NC(C)C